ClC=1C(=NC(=NC1)F)NC=1C=C2CN(C(N(C2=CC1)C)=O)CCC(=O)NC 3-[6-[(5-chloro-2-fluoro-pyrimidin-4-yl)amino]-1-methyl-2-oxo-4H-quinazolin-3-yl]-N-methyl-propanamide